1,3-bis(iodomethyl)benzene ICC1=CC(=CC=C1)CI